2-acetoxypropan-2-yl pivalate C(C(C)(C)C)(=O)OC(C)(C)OC(C)=O